C(C)C1=NN=C(O1)C12CC(CC(N1C(=O)NC1=CC(=C(C=C1)C)C1=NC=C(C=N1)F)C2)C cis-1-(5-ethyl-1,3,4-oxadiazol-2-yl)-N-(3-(5-fluoropyrimidin-2-yl)-4-methylphenyl)-3-methyl-6-azabicyclo[3.1.1]heptane-6-carboxamide